P(=O)(OC1=CC=C(C=C1)C(C)(C)C)(OC1=CC=C(C=C1)C(C)(C)C)OC1=CC=C(C=C1)C(C)(C)C tri(p-tert-butylphenyl) phosphate